ClC1=NC=C(C(=N1)NC)C(F)(F)F 2-chloro-N-methyl-5-(trifluoromethyl)pyrimidin-4-amine